Tert-butyl 4-formylphenethylcarbamate C(=O)C1=CC=C(CCNC(OC(C)(C)C)=O)C=C1